C(C)C1=C(OC=C1)S(=O)(=O)Cl Ethyl-furan-2-sulfonyl chloride